ClC1=CC=C2CCNC2=C1 6-chloroindoline